[N+](=O)([O-])C1=CC=CC2=NC3=CC=CC=C3C(=C12)NCCC1=[N+](C=CC=C1)[O-] 1-nitro-N-[2-(1-oxidopyridin-1-ium-2-yl)ethyl]acridin-9-amine